isopropyl trans-N-[4-[5-[2-(ethylsulfamoyl)-4-[(5-isopropylpyrazin-2-yl)amino]phenyl]thiazol-2-yl]cyclohexyl]carbamate C(C)NS(=O)(=O)C1=C(C=CC(=C1)NC1=NC=C(N=C1)C(C)C)C1=CN=C(S1)[C@@H]1CC[C@H](CC1)NC(OC(C)C)=O